3-(5-(((4-((3-chloro-4-fluorophenyl)amino)-7-(((S)-tetrahydrofuran-3-yl)oxy)quinazolin-6-yl)amino)methyl)-4-fluoro-1-oxoisoindolin-2-yl)piperidine-2,6-dione ClC=1C=C(C=CC1F)NC1=NC=NC2=CC(=C(C=C12)NCC=1C(=C2CN(C(C2=CC1)=O)C1C(NC(CC1)=O)=O)F)O[C@@H]1COCC1